benzyl 5-amino-1-methyl-3,4-dihydroisoquinoline-2(1H)-carboxylate NC1=C2CCN(C(C2=CC=C1)C)C(=O)OCC1=CC=CC=C1